C(N)(OCC1CCN(CC1)C1=C(C=CC=C1)C#N)=O [[1-(2-cyanophenyl)-4-piperidyl]methyl] carbamate